4-cyano-7-(5-((2,4-difluorophenyl)sulfonamido)-6-methoxypyridin-3-yl)isoquinoline C(#N)C1=CN=CC2=CC(=CC=C12)C=1C=NC(=C(C1)NS(=O)(=O)C1=C(C=C(C=C1)F)F)OC